3-phenylpropyl 3-phenylpropionate C1(=CC=CC=C1)CCC(=O)OCCCC1=CC=CC=C1